4-chloro-3-(3-hydroxy-2-(methoxymethoxy)propoxy)-5-nitrobenzoic acid ethyl ester C(C)OC(C1=CC(=C(C(=C1)[N+](=O)[O-])Cl)OCC(CO)OCOC)=O